{2-[2-({1-cyclopentyl-8-methoxy-5H-pyrido[4,3-b]indol-7-yl}oxy)ethoxy]ethyl}dimethylamine C1(CCCC1)C1=NC=CC=2NC=3C=C(C(=CC3C21)OC)OCCOCCN(C)C